C(C=C(C)C)(=O)OCC Ethyl isopentenoate